C1(CCCCC1)SCC(=C(F)F)Br 2-bromo-3,3-difluoroallyl cyclohexyl sulfide